9-((1-(tert-Butoxycarbonyl)azetidin-3-yl)methoxy)-6-isopropyl-2-oxo-10-(thiazol-2-yl)-6,7-dihydro-2H-pyrido[2,1-a]isoquinoline-3-carboxylic acid methyl ester COC(=O)C=1C(C=C2N(C(CC3=CC(=C(C=C23)C=2SC=CN2)OCC2CN(C2)C(=O)OC(C)(C)C)C(C)C)C1)=O